2-bromo-4-(cyanomethyl)benzoic acid methyl ester COC(C1=C(C=C(C=C1)CC#N)Br)=O